1-Methyl-3-phenyl-1H-pyrazole CN1N=C(C=C1)C1=CC=CC=C1